Cl.N\C=C\1/C(CN[C@@H]1C1=C(C(=CC=C1)OC)C)=O (4Z,5R)-4-(Aminomethylene)-5-(3-methoxy-2-methyl-phenyl)pyrrolidin-3-one hydrochloride